(R)-hydroxysuccinic acid dimethyl ester COC([C@@H](CC(=O)OC)O)=O